(S)-N-(2-(1-methyl-1H-indol-3-yl)-2-((thiazol-5-ylmethyl)amino)ethyl)-1H-indole-6-sulfonamide CN1C=C(C2=CC=CC=C12)[C@@H](CNS(=O)(=O)C1=CC=C2C=CNC2=C1)NCC1=CN=CS1